C(C)(=O)N1C[C@@H](CC1)C(=O)NC(=N)[C@H]1N2C(N([C@H](CC1)C2)O)=O (3R)-1-acetyl-N-(((2S,5R)-6-hydroxy-7-oxo-1,6-diazabicyclo[3.2.1]octan-2-yl)(imino)methyl)pyrrolidine-3-carboxamide